tert-butyl 3-(6-(hydroxymethyl)-5-methylpyridin-2-yl)-2,2-dimethyl-3-(8-methyl-3-(trifluoromethyl)-[1,2,4]triazolo[4,3-a]pyridin-7-yl)propanoate OCC1=C(C=CC(=N1)C(C(C(=O)OC(C)(C)C)(C)C)C1=C(C=2N(C=C1)C(=NN2)C(F)(F)F)C)C